1-(3-(2-(3-(methylsulfonyl)propanoyl)-7-(4-(trifluoromethyl)phenoxy)-1,2,3,4-tetrahydro-isoquinolin-1-yl)pyrrolidin-1-yl)prop-2-en-1-one CS(=O)(=O)CCC(=O)N1C(C2=CC(=CC=C2CC1)OC1=CC=C(C=C1)C(F)(F)F)C1CN(CC1)C(C=C)=O